5-(2-methoxyethoxy)-4-phenethylpyrimidin-2-amine COCCOC=1C(=NC(=NC1)N)CCC1=CC=CC=C1